Sodium (2-isopropylphenyl)sulfamate C(C)(C)C1=C(C=CC=C1)NS([O-])(=O)=O.[Na+]